C(CCC(=O)OC[C@H]1O[C@H]([C@@H]([C@@H]1O)O)N1C(N/C(/C=C1)=N/O)=O)(=O)OC[C@H]1O[C@H]([C@@H]([C@@H]1O)O)N1C(N/C(/C=C1)=N/O)=O di(((2R,3S,4R,5R)-3,4-dihydroxy-5-((E)-4-(oximino)-2-oxo-3,4-dihydropyrimidin-1(2H)-yl) tetrahydrofuran-2-yl) methyl) succinate